BrC1=C(C=C2C(=N1)N(N=C2)C2OCCCC2)F 6-Bromo-5-fluoro-1-(tetrahydro-2H-pyran-2-yl)-1H-pyrazolo[3,4-b]pyridine